O-(7-Azabenzotriazole-1-yl)-N,N,N',N'-tetramethyl-uronium tetrafluoroborate F[B-](F)(F)F.N1(N=NC2=C1N=CC=C2)OC(=[N+](C)C)N(C)C